ClC1=CC=C2C(=NC(=NC2=C1)C)S 7-chloro-2-methyl-quinazoline-4-thiol